C(C)(C)NC(O[C@H]1C[C@H](CC1)C=1NN=C(C1)NC(=O)C=1C=2C=NN(C2C(=CC1)C1OCCO1)COCC[Si](C)(C)C)=O (1R,3S)-3-{5-[7-(1,3-dioxolan-2-yl)-1-{[2-(trimethylsilyl)ethoxy]methyl}indazole-4-amido]-2H-pyrazol-3-yl}cyclopentyl N-isopropylcarbamate